FC1(CN(CC1)C=1C=C(C=CC1F)[C@H]1[C@@H](C1)C=1C=NC(=NC1)C1=NC=CC=N1)F trans-5-(2-(3-(3,3-Difluoropyrrolidin-1-yl)-4-fluorophenyl)cyclopropyl)-2,2'-bipyrimidine